2-methoxy-1-(1-methylcyclopropyl)-1H-benzol COC1C(C=CC=C1)C1(CC1)C